FC1=C(C=CC=C1)[C@@H]1C=2N(CCC1)N=C(C2)C(=O)N[C@H]2COC1=C(N(C2=O)C)C=CC=C1 (4R)-4-(2-fluorophenyl)-N-[(3S)-5-methyl-4-oxo-2,3-dihydro-1,5-benzoxazepin-3-yl]-4,5,6,7-tetrahydropyrazolo[1,5-a]pyridine-2-carboxamide